(3R)-3-[(5-phenyl-1-trityl-1H-indazol-3-yl)carbamoyl]piperidine-1-carboxylic acid tert-butyl ester C(C)(C)(C)OC(=O)N1C[C@@H](CCC1)C(NC1=NN(C2=CC=C(C=C12)C1=CC=CC=C1)C(C1=CC=CC=C1)(C1=CC=CC=C1)C1=CC=CC=C1)=O